Cl.Cl.Cl.O water-Tris-HCl